4-(4-chlorophenyl)-N-(1-ethyl-4-methylpyrrolidin-3-yl)phthalazin-1-amine ClC1=CC=C(C=C1)C1=NN=C(C2=CC=CC=C12)NC1CN(CC1C)CC